NC1=CC=C(C=C1)N1N=C(C(=C1)N1C(C2=CC=C(C=C2CC1)OC(F)(F)F)=O)C 2-[1-(4-aminophenyl)-3-methyl-pyrazol-4-yl]-6-(trifluoromethoxy)-3,4-dihydroisoquinolin-1-one